Cl.C[C@@]1(C[C@H](NCC1)C1=CC=CC=C1)O (2S,4R)-4-methyl-2-phenylpiperidine-4-ol hydrochloride